COC1=CC2=C(C3=C(CCNCC3)[Se]2)C=C1 8-Methoxy-2,3,4,5-tetrahydro-1H-benzo[4,5]selenopheno[2,3-d]azepine